vinyl-bis(2,4,6-trimethylbenzoyl)phosphine C(=C)P(C(C1=C(C=C(C=C1C)C)C)=O)C(C1=C(C=C(C=C1C)C)C)=O